BrC1=CC2=C(N=C(C=3CNCCC23)Cl)C(=C1)F 9-bromo-5-chloro-7-fluoro-1,2,3,4-tetrahydrobenzo[c][2,7]naphthyridine